bromide cobalt [Co+2].[Br-].[Br-]